N-Methyl-imidazole CN1C=NC=C1